N-(2,2-dimethoxyethyl)-3-(methoxymethyl)-1-((2-(trimethylsilyl)ethoxy)methyl)-1H-pyrazole-5-carboxamide COC(CNC(=O)C1=CC(=NN1COCC[Si](C)(C)C)COC)OC